C(C)OC(CC(CC(=O)OCC)(CCC)CCC)=O.BrC1=C2C=NN(C2=CC=C1OC(F)(F)Br)C1OCCCC1 4-bromo-5-[bromo(difluoro)methoxy]-1-tetrahydropyran-2-yl-indazole diethyl-3,3-dipropylglutarate